4-bromo-2-chloro-6-methoxyaniline BrC1=CC(=C(N)C(=C1)OC)Cl